C(CCC)C([C@@H](C(=O)O)OC(\C=C\C1=CC(=C(C(=C1)OC)O)OC)=O)(C(=O)O)CCCC dibutyl-(S,E)-2-((3-(4-hydroxy-3,5-dimethoxyphenyl)acryloyl)oxy)succinic acid